1-(5-Chloro-1,3-benzoxazol-2-yl)piperidin-4-amine 2,2,2-trifluoroacetic acid salt FC(C(=O)O)(F)F.ClC=1C=CC2=C(N=C(O2)N2CCC(CC2)N)C1